C(CCCCC)C1C(C1CCO)(C)C 2-(3-hexyl-2,2-dimethylcyclopropyl)ethanol